methyl 2-(3-hydroxypyrrolidin-3-yl)acetate OC1(CNCC1)CC(=O)OC